(1R,2S,3S,4S,5S,6S)-6-methoxy-1,2,3,4,5-cyclohexanpentol COC1[C@H]([C@H](C([C@@H]([C@H]1O)O)O)O)O